2,3,4,5,6,7-hexahydro-6,11b-(epiminoethano)naphtho[1,2-d]azepin-5a(1H)-ol C1CNCCC2(C13C1=CC=CC=C1CC2NCC3)O